tert-butyl 5-(2-(4-cyano-2-fluorophenyl)-2-methylbenzo[d][1,3]dioxol-4-yl)-2,5-diazabicyclo[4.1.0]heptane-2-carboxylate C(#N)C1=CC(=C(C=C1)C1(OC2=C(O1)C=CC=C2N2CCN(C1CC21)C(=O)OC(C)(C)C)C)F